OC=1NC=CC1 (3S)-hydroxypyrrole